(1R,3S)-3-aminocyclopentanol HCl Cl.N[C@@H]1C[C@@H](CC1)O